O[C@]1(CCN(CC12CCCC2)C(=O)N2[C@@H](CN(CC2)C(=O)OC(C)(C)C)C2=CC=CC=C2)CN2C=NC(=CC2=O)OC tert-butyl (R)-4-((S)-10-hydroxy-10-((4-methoxy-6-oxopyrimidin-1(6H)-yl)methyl)-7-azaspiro[4.5]decane-7-carbonyl)-3-phenylpiperazine-1-carboxylate